7,7-Dichloro-6-phenyl-3-azabicyclo[4.1.0]heptane ClC1(C2(CCNCC12)C1=CC=CC=C1)Cl